FC12C(CC3(C(C(CC3C1CCC1=CC(C=CC21C)=O)C)(C(CO)=O)O)C)O 9-fluoro-11,17-dihydroxy-17-(2-hydroxyacetyl)-10,13,16-trimethyl-6,7,8,9,10,11,12,13,14,15,16,17-dodecahydro-3H-cyclopenta[a]phenanthren-3-one